ClC=1C=C2C(N(C(=NC2=C(C1)\C(\C)=N/[S@](=O)C(C)(C)C)C1=CC=CC=C1)C)=O (R,Z)-N-(1-(6-chloro-3-methyl-4-oxo-2-phenyl-3,4-dihydroquinazolin-8-yl)ethylidene)-2-methylpropane-2-sulfinamide